[6-(4-methylcyclohexyl)-1H-pyrazolo[3,4-b]pyrazin-1-yl] acetate hydrochloride Cl.C(C)(=O)ON1N=CC=2C1=NC(=CN2)C2CCC(CC2)C